C[C@H]1CN(C[C@H](O1)C)C(C)C1CCN(CC1)C1=C(N)C=CC=C1F 2-(4-(1-((2S,6R)-2,6-dimethylmorpholinyl)ethyl)piperidin-1-yl)-3-fluoroaniline